OC1=CC=C(C=C1)SSC1=CC=C(C=C1)O di(4-hydroxyphenyl) disulfide